1-((3S,4S)-3-((5-fluoropyrimidin-2-yl)amino)-4-(4-(trifluoromethyl)phenethoxy)pyrrolidin-1-yl)prop-2-en-1-one FC=1C=NC(=NC1)N[C@H]1CN(C[C@@H]1OCCC1=CC=C(C=C1)C(F)(F)F)C(C=C)=O